1-(3-(4-Methoxyphenyl)-1,2,4-oxadiazol-5-yl)-N-(4,4,4-trifluoro-1-hydroxybutan-2-yl)piperidine-4-carboxamide COC1=CC=C(C=C1)C1=NOC(=N1)N1CCC(CC1)C(=O)NC(CO)CC(F)(F)F